(S)-8-Methyl-2-((R)-3-methylmorpholin-4-yl)-9-(3-methyl-2-oxobutyl)-8-trifluoromethyl-6,7,8,9-tetrahydropyrimido[1,2-a]pyrimidin-4-one C[C@@]1(N(C=2N(C(C=C(N2)N2[C@@H](COCC2)C)=O)CC1)CC(C(C)C)=O)C(F)(F)F